IC.C(C)N=C=NCCCN(C)C 1-ethyl-3-(3-dimethylaminopropyl)carbodiimide iodomethane salt